O1C(=NC2C1CC=1C=CC=CC12)C1N(C=CC2=CC=CC=C12)O 1-(3a,8a-dihydro-8H-indeno[1,2-d]oxazol-2-yl)isoquinolin-2(1H)-ol